methyl 3-(3-oxocyclohex-1-en-1-yl)-1H-indole-6-carboxylate O=C1C=C(CCC1)C1=CNC2=CC(=CC=C12)C(=O)OC